2-cyano-3,5-diethoxypyridine-4-one C(#N)C1=NC=C(C(C1OCC)=O)OCC